C(CCC)OCCOCCOCCCC diethylene glycol di-n-butyl ether